CN(C1=CC=C(C=C1)C)CCO N-methyl-N-β-hydroxyethyl-p-toluidine